[13C]([13CH2]CC)(=O)N butyramide-13C2